N12[C@@](C3(C(CC[N+](C)(C)C)CC3)CC2)(C(=O)O)CC1 TriethanolAminine